(2S,5R)-2-(2-((R)-1-(tert-butoxycarbonyl)piperidine-3-carbonyl)hydrazine-1-carbonyl)-3-methyl-7-oxo-1,6-diazabicyclo[3.2.1]Oct-3-en-6-yl-sodium sulfate S(=O)(=O)(O)O.C(C)(C)(C)OC(=O)N1C[C@@H](CCC1)C(=O)NNC(=O)[C@H]1N2C(N([C@H](C=C1C)C2)[Na])=O